OCC([C@@H](C(=O)N1[C@@H]([C@H]2C([C@H]2C1)(C)C)C(=O)O)NC(C(F)(F)F)=O)(C)C (1R,2S,5S)-3-((S)-4-hydroxy-3,3-dimethyl-2-(2,2,2-trifluoroacetamido)butanoyl)-6,6-dimethyl-3-azabicyclo[3.1.0]hexane-2-carboxylic acid